Trans-2-(3-hydroxycyclobutoxy)acetic acid tert-butyl ester C(C)(C)(C)OC(CO[C@@H]1C[C@H](C1)O)=O